(3S)-3-[3-(Benzyloxycarbonylamino)-2-chlorophenyl]-3-{[N'-tert-butoxy-carbonyl-N-(tetrahydropyran-4-yl)amidino]amino}butyric acid methyl ester COC(C[C@](C)(NC(NC1CCOCC1)=NC(=O)OC(C)(C)C)C1=C(C(=CC=C1)NC(=O)OCC1=CC=CC=C1)Cl)=O